FC(C1=NN=C2N1C=CC(=C2OC)C=2C=C(C=CC2F)C=2C1=C(N=NC2)N(C=N1)CC)F 4-(3-(3-(Difluoromethyl)-8-methoxy-[1,2,4]triazolo[4,3-a]pyridin-7-yl)-4-fluorophenyl)-7-ethyl-7H-imidazo[4,5-c]pyridazine